Cl.N1CCC(CC1)C=1SC=CC1C(=O)O 2-(piperidin-4-yl)thiophene-3-carboxylic acid hydrochloride